8-methyl-2-[(pyridin-2-yl)methyl]-4,5-dihydro-2H-furo[2,3-g]indazol-7-carboxamid CC1=C(OC=2CCC3=CN(N=C3C21)CC2=NC=CC=C2)C(=O)N